C(C)(=O)[O-].[Ru+3].C(C)(=O)[O-].C(C)(=O)[O-] Ruthenium acetat